tert-butyl (R)-1-(2-(methylsulfonyl)ethyl)-[3,4'-bipiperidine]-1'-carboxylate CS(=O)(=O)CCN1C[C@H](CCC1)C1CCN(CC1)C(=O)OC(C)(C)C